CN1C(=NC(=C1C=1C=CC2=C(N(C=N2)C)C1)C=1C=C(C=CC1)C)C 6-(1,2-Dimethyl-4-(m-tolyl)-1H-imidazol-5-yl)-1-methyl-1H-benzo[d]imidazole